4-(3-fluorobenzyloxy)-3-chloroaniline FC=1C=C(COC2=C(C=C(N)C=C2)Cl)C=CC1